tert-butyl 2-(2-(3-((5-methyl-4-(1-(1-methyl-1H-imidazole-5-carbonyl)indolin-5-yl)thiazole-2-carboxamido)methyl)phenoxy)ethoxy)ethylcarbamate CC1=C(N=C(S1)C(=O)NCC=1C=C(OCCOCCNC(OC(C)(C)C)=O)C=CC1)C=1C=C2CCN(C2=CC1)C(=O)C1=CN=CN1C